CNC1OC(=CC=C1)NC 2,6-dimethylaminopyran